(1-ethyl-3-piperidyl)amine C(C)N1CC(CCC1)N